(2R,3'R)-N-(3-(5-Fluoro-2-((3-methoxy-1-methyl-1H-pyrazol-4-yl)amino)pyrimidin-4-yl)-1H-Indol-7-yl)-[1,3'-bipyrrolidine]-2-carboxamide FC=1C(=NC(=NC1)NC=1C(=NN(C1)C)OC)C1=CNC2=C(C=CC=C12)NC(=O)[C@@H]1N(CCC1)[C@H]1CNCC1